N-(2-(5'-fluoro-1'-methyl-3-(1-(4-oxopentanoyl)piperidin-4-yl)-1H,1'H-[4,6'-biindazol]-1-yl)acetyl)-N-methylglycylglycine FC=1C=C2C=NN(C2=CC1C=1C=2C(=NN(C2C=CC1)CC(=O)N(CC(=O)NCC(=O)O)C)C1CCN(CC1)C(CCC(C)=O)=O)C